FCC(C)(C)NC(=O)C=1C=NN2C1N=C(C=C2)N2[C@H](CCC2)C=2C=NC=C(C2)F (R)-N-(1-fluoro-2-methylpropan-2-yl)-5-(2-(5-fluoropyridin-3-yl)pyrrolidin-1-yl)pyrazolo[1,5-a]pyrimidine-3-carboxamide